2-oleoyl-1-palmitoyl-stannyl-glycero-3-phosphocholine C(CCCCCCC\C=C/CCCCCCCC)(=O)OC(COC(CCCCCCCCCCCCCCC)=O)COP(=O)([O-])OC(C[N+](C)(C)C)[SnH3]